[(3S)-pyrrolidin-3-yl] 2-[6-[5-(6-methyl-2-pyridyl)-1H-imidazol-4-yl]-3-quinolyl]pyrimidine-4-carboxylate CC1=CC=CC(=N1)C1=C(N=CN1)C=1C=C2C=C(C=NC2=CC1)C1=NC=CC(=N1)C(=O)O[C@@H]1CNCC1